N-[7-methoxy-4-(1-methyl-1H-pyrazol-4-yl)-1H-1,3-benzodiazol-2-yl]-5-(morpholin-4-yl)pyridine-2-carboxamide COC1=CC=C(C2=C1NC(=N2)NC(=O)C2=NC=C(C=C2)N2CCOCC2)C=2C=NN(C2)C